tert-butyl (3-hydroxy-2-methylcyclohexyl)carbamate OC1C(C(CCC1)NC(OC(C)(C)C)=O)C